[O-]S(=O)(=O)C(F)(F)F.CN1C=C(C2=CC=CC=C12)C(C1=CC=CC2=CC=CC=C12)[P+](C1=CC=CC=C1)(C1=CC=CC=C1)C1=CC=CC=C1 ((1-methyl-1H-indol-3-yl)(naphthalen-1-yl)methyl)triphenylphosphonium triflate